C(C)(C)(C)OCC1C(N(C(C(N1)=O)C)CC1=NC=CC=N1)=O (tert-Butoxymethyl)-6-methyl-1-(pyrimidin-2-ylmethyl)piperazine-2,5-dione